C1(C(C=CC=2C3=CC=CC=C3C=CC12)=O)=O phenanthrquinone